ethyl 2-(methylsulfanyl)-4-{[(1s,4s)-4-[(tert-butoxycarbonyl)amino]cyclohexyl]amino}pyrimidine-5-carboxylate CSC1=NC=C(C(=N1)NC1CCC(CC1)NC(=O)OC(C)(C)C)C(=O)OCC